NC1=CC=CC(=N1)S(=O)(=O)NC(=O)C=1C(=NC(=CC1)C=1C(=NC(=CC1)OC)C)OC1=C(C=C(C=C1C)C)C N-[(6-Amino-2-pyridyl)sulfonyl]-6-(6-methoxy-2-methyl-3-pyridyl)-2-(2,4,6-trimethylphenoxy)pyridin-3-carboxamid